(S)-4-acetyl-3-((S)-sec-butyl)-6-fluoro-1,3,4,5-tetrahydro-2H-pyrido[3,4-e][1,4]diazepin-2-one C(C)(=O)N1[C@H](C(NC2=C(C1)C(=CN=C2)F)=O)[C@@H](C)CC